tetramethyl ((4'-((4-(hydroxymethyl)-2-methyl-4,5-dihydrooxazol-4-yl)methoxy)-[1,1'-biphenyl]-3,5-diyl)bis(ethane-2,1-diyl))bis(phosphonate) OCC1(N=C(OC1)C)COC1=CC=C(C=C1)C1=CC(=CC(=C1)CCP(OC)(OC)=O)CCP(OC)(OC)=O